NC1=NC2=CC(=CC=C2C=N1)C=1C(=C(C=CC1F)NS(=O)(=O)C1=C(C=CC(=C1)Cl)Cl)F N-(3-(2-aminoquinazolin-7-yl)-2,4-difluorophenyl)-2,5-dichlorobenzenesulfonamide